(S)-2-(3,4-dihydroxyphenyl)-N-((3-(3-fluoro-4-morpholinophenyl)-2-oxooxazolidin-5-yl)methyl)acetamide OC=1C=C(C=CC1O)CC(=O)NC[C@H]1CN(C(O1)=O)C1=CC(=C(C=C1)N1CCOCC1)F